ClC1=NC(=CC(=C1)C1(COC1)CC1=NN=CN1C)Cl 2,6-dichloro-4-[3-[(4-methyl-1,2,4-triazol-3-yl)methyl]oxetan-3-yl]pyridine